bis(2-ethylhexyl) sulfosuccinate S(=O)(=O)(O)C(C(=O)OCC(CCCC)CC)CC(=O)OCC(CCCC)CC